CN(S(=O)(=O)C1=CC=C(C=C1)S(=O)(=O)NC1=C(C=CC=C1)N1CCC(CC1)C1=CC=C(C=C1)C)C N1,N1-dimethyl-N4-(2-(4-(p-tolyl)piperidin-1-yl)phenyl)benzene-1,4-disulfonamide